5'-((2H-indazol-2-yl)methyl)-[1,1':3',1''-terphenyl]-2,2''-dicarboxylic acid dimethyl ester COC(=O)C=1C(=CC=CC1)C1=CC(=CC(=C1)CN1N=C2C=CC=CC2=C1)C=1C(=CC=CC1)C(=O)OC